(S)-5-amino-3-(4-((5-fluoro-2-methoxybenzamido)methyl)phenyl)-1-(1,1,1-trifluoro-propane-2-yl)-1H-pyrazole-4-carboxamide NC1=C(C(=NN1[C@H](C(F)(F)F)C)C1=CC=C(C=C1)CNC(C1=C(C=CC(=C1)F)OC)=O)C(=O)N